(1R,4R)-5'-chloro-4-(3-chloroanilino)-4'-fluoro-2'-{(2R)-3-[(4-methoxyphenyl)methoxy]-2-methylpropyl}spiro[cyclohexane-1,1'-indene]-4-carboxylic acid methyl ester COC(=O)C1(CCC2(C(=CC3=C(C(=CC=C23)Cl)F)C[C@H](COCC2=CC=C(C=C2)OC)C)CC1)NC1=CC(=CC=C1)Cl